NC1=C2C(C(=O)N(C2=O)C2C(NC(CC2)=O)=O)=CC=C1 3-amino-N-(2,6-dioxo-3-piperidyl)phthalimide